CC1CN=CC=2N1N=CC2C2=CC=NC=C2 7-methyl-3-(pyridin-4-yl)-6,7-dihydropyrazolo[1,5-a]pyrazin